C(CCCCCCC)OC(CCCCC(=O)OCCCCCCCC)=O.C(CCCCC(=O)O)(=O)OCCCCCCC(C)C isononyl adipate dioctyl-adipate